NC1=CC(=C(C=C1F)C1=CC(=CC=C1)CNS(=O)(=O)C)Cl N-((4'-Amino-2'-chloro-5'-fluoro-[1,1'-biphenyl]-3-yl)methyl)methanesulfonamide